(1s,3s)-3-(2-methyl-2,3-dihydro-1H-pyrrolo[2,3-b]pyridin-1-yl)cyclobutyl ((7-chloro-2-(2,6-dioxopiperidin-3-yl)-4-fluoro-3-oxoisoindolin-5-yl)methyl)carbamate ClC=1C=C(C(=C2C(N(CC12)[C@@H]1C(NC(CC1)=O)=O)=O)F)CNC(OC1CC(C1)N1C(CC=2C1=NC=CC2)C)=O